FC([C@@H](C)OC1=CC(=NC=N1)CN)(F)F |r| (±)-(6-((1,1,1-Trifluoropropan-2-yl)oxy)pyrimidin-4-yl)methanamine